(E)-N-(2-aminoethyl)-1-methyl-4-(1-methyl-4-(4-(2-(quinolin-3-yl)vinyl)benzamido)-1H-pyrrole-2-carboxamido)-1H-pyrrole-2-carboxamide NCCNC(=O)C=1N(C=C(C1)NC(=O)C=1N(C=C(C1)NC(C1=CC=C(C=C1)\C=C\C=1C=NC2=CC=CC=C2C1)=O)C)C